Dibenzyl-toluol C(C1=CC=CC=C1)C=1C(=C(C=CC1)C)CC1=CC=CC=C1